The molecule is a long-chain unsaturated fatty acid anion that is the conjugate base of (13Z,16Z)-docosadienoic acid, obtained by deprotonation of the carboxy group; major species at pH 7.3. It is a polyunsaturated fatty acid anion, a long-chain fatty acid anion and a docosadienoate. It is a conjugate base of a (13Z,16Z)-docosadienoic acid. CCCCC/C=C\\C/C=C\\CCCCCCCCCCCC(=O)[O-]